FC=1C(=C(C=O)C=C(C1)C=1OC=C(N1)C1=CC=CC=C1)O 3-fluoro-2-hydroxy-5-(4-phenyloxazol-2-yl)benzaldehyde